ClC=1C=C(C2=C(N1)N(C=C2)C2CC2)C=O 6-chloro-1-cyclopropyl-1H-pyrrolo[2,3-b]pyridine-4-carbaldehyde